dimethyl-5-hydroxypentyl-2,3-dioleoylpropylammonium bromide [Br-].C[N+](CC(CC(CCCCCCC\C=C/CCCCCCCC)=O)C(CCCCCCC\C=C/CCCCCCCC)=O)(CCCCCO)C